4-chloro-1-((2-(trimethylsilyl)ethoxy)methyl)-1H-pyrrole-2-carbaldehyde ClC=1C=C(N(C1)COCC[Si](C)(C)C)C=O